FC1=C(C=CC=C1F)C1=CC(=CC=C1)[C@@H]1N(OCC1)C1=CC(=NC=N1)NC=1C(=CC(=C(C1)NC(C=C)=O)N1CCN(CC1)C)OC (R)-N-(5-((6-(3-(2',3'-difluoro-[1,1'-biphenyl]-3-yl)isoxazolidin-2-yl)pyrimidin-4-yl)-amino)-4-methoxy-2-(4-methylpiperazin-1-yl)phenyl)-acrylamide